4-chloro-N-(6-((1s,3s)-3-(dimethylamino)cyclobutoxy)-5-methoxypyridin-3-yl)pyrimidin-2-amine ClC1=NC(=NC=C1)NC=1C=NC(=C(C1)OC)OC1CC(C1)N(C)C